(S)-N-(2,6-Difluorobenzyl)-10-hydroxy-10-((6-oxo-4-phenylpyrimidin-1(6H)-yl)methyl)-7-azaspiro[4.5]decane-7-carboxamide FC1=C(CNC(=O)N2CC3(CCCC3)[C@@](CC2)(CN2C=NC(=CC2=O)C2=CC=CC=C2)O)C(=CC=C1)F